hydroxy methyl disulfide bis(3-mercaptopropionate) SCCC(=O)O.SCCC(=O)O.CSSO